ClC1=C(C2=C(OCO2)C=C1NC1=NC(=CC(=N1)C)NC)C=1CCCN(CC1)C(=O)OC(C)(C)C tert-butyl 5-[5-chloro-6-[[4-methyl-6-(methylamino) pyrimidin-2-yl] amino]-1,3-benzodioxol-4-yl]-2,3,4,7-tetrahydroazepine-1-carboxylate